N(C(=O)C)C1=NN=CS1 5-acetamino-1,3,4-thiadiazol